tert-Butyl N-[2-[1-[4-cyano-2-(2-methyl-6-phenylpyrimidin-4-yl)oxyphenyl]pyrazol-4-yl]-2-oxoethyl]carbamate C(#N)C1=CC(=C(C=C1)N1N=CC(=C1)C(CNC(OC(C)(C)C)=O)=O)OC1=NC(=NC(=C1)C1=CC=CC=C1)C